ClC=1N=C(C2=C(N1)C(=C(N=C2)C2=CC(=CC1=CC=C(C(=C21)CC)F)OCOC)F)C2SC1(C2)CNCCC1 (2-chloro-7-(8-ethyl-7-fluoro-3-(methoxymethoxy)naphthalen-1-yl)-8-fluoropyrido[4,3-d]pyrimidin-4-yl)-1-thia-6-azaspiro[3.5]nonane